OC=1C=C(C=CC1)C=CC(=O)O 3-(3-Hydroxyphenyl)acrylic Acid